5-(chloromethyl)-1-cyclopropyl-tetrazole ClCC1=NN=NN1C1CC1